2-oxoglutaric acid, calcium salt [Ca+2].O=C(C(=O)[O-])CCC(=O)[O-]